(S)-methyl 3-(tert-butoxy)-2-((3-((trimethylsilyl)ethynyl)pyridin-2-yl)amino)propanoate C(C)(C)(C)OC[C@@H](C(=O)OC)NC1=NC=CC=C1C#C[Si](C)(C)C